CN1C(NC2=C1C=C(C=C2)N2CCN(CC2)CC2CCNCC2)=O 3-Methyl-2-oxo-5-[4-(4-piperidylmethyl)piperazin-1-yl]benzimidazol